CC(=O)OC[C@@H]1[C@H]([C@@H]([C@H]([C@@H](O1)OC(=O)C)N)OC(=O)C)OC(=O)C.Cl 1,3,4,6-tetra-O-acetyl-2-amino-2-deoxy-β-D-glucopyranose hydrochloride